(2-cyclopropoxy-4-fluorophenyl){6-[5-(o-fluorophenyl)-4-(trifluoromethyl)-1-pyrazolyl]-2-aza-2-spiro[3.3]heptyl}methanone C1(CC1)OC1=C(C=CC(=C1)F)C(=O)N1CC2(C1)CC(C2)N2N=CC(=C2C2=C(C=CC=C2)F)C(F)(F)F